11-(((S)-1-((2S,4R)-4-hydroxyl-2-((4-(4-methylthiazol-5-yl)benzyl)carbamoyl)pyrrolidin-1-yl)-3,3-dimethyl-1-oxobutan-2-yl)amino)-11-oxoundecanoic acid O[C@@H]1C[C@H](N(C1)C([C@H](C(C)(C)C)NC(CCCCCCCCCC(=O)O)=O)=O)C(NCC1=CC=C(C=C1)C1=C(N=CS1)C)=O